ClC1=CC(=C(C=C1)C1=NC(=CC2=C1N=C(N(C2=O)C)C)N2C[C@H](OC1(CCC1)C2)C=2C=NN(C2)C)F (R)-8-(4-chloro-2-fluorophenyl)-2,3-dimethyl-6-(6-(1-methyl-1H-pyrazol-4-yl)-5-oxa-8-azaspiro[3.5]nonan-8-yl)pyrido[3,4-d]pyrimidin-4(3H)-one